ClC1=C(C=C(C=N1)CN(C1=CC(OC1)=O)C)F 4-{[(6-chloro-5-fluoropyridin-3-yl)methyl](methyl)amino}furan-2(5H)-one